4-[4-fluoro-1-(5-fluoropyrimidin-2-yl)piperidine-4-carbonyl]-3,5-dihydro-2H-pyrido[3,4-f][1,4]oxazepine-9-carbonitrile FC1(CCN(CC1)C1=NC=C(C=N1)F)C(=O)N1CCOC2=C(C1)C=NC=C2C#N